N-[(3R)-1'-(5-bromopyrazin-2-yl)-6-fluoro-3H-spiro[1-benzofuran-2,4'-piperidin]-3-yl]carbamic acid tert-butyl ester C(C)(C)(C)OC(N[C@@H]1C2=C(OC13CCN(CC3)C3=NC=C(N=C3)Br)C=C(C=C2)F)=O